5-(azidomethyl)-3,4-bis(benzyloxy)-2-((benzyloxy)methyl)tetrahydro-2H-pyran N(=[N+]=[N-])CC1C(C(C(OC1)COCC1=CC=CC=C1)OCC1=CC=CC=C1)OCC1=CC=CC=C1